(S)-3-[(4-{[7-(dimethylamino)-5-methyl-[1,2,4]triazolo[1,5-a]pyrimidin-6-yl]methyl}phenyl)(imino)oxo-λ6-sulfanyl]propanoic acid CN(C1=C(C(=NC=2N1N=CN2)C)CC2=CC=C(C=C2)[S@](CCC(=O)O)(=O)=N)C